Diphenyl-[4-(phenylthio)phenyl]sulfonium hexafluorophosphate F[P-](F)(F)(F)(F)F.C1(=CC=CC=C1)[S+](C1=CC=C(C=C1)SC1=CC=CC=C1)C1=CC=CC=C1